4-(tert-butyl)-2-(8-methoxynaphtho[1,2-b]benzofuran-10-yl)pyridine C(C)(C)(C)C1=CC(=NC=C1)C1=CC(=CC=2C3=C(OC21)C=2C=CC=CC2C=C3)OC